4-(2-bromo-2,2-difluoroethoxy)-2-chloro-5-((4-methoxybenzyl)oxy)pyrimidine BrC(COC1=NC(=NC=C1OCC1=CC=C(C=C1)OC)Cl)(F)F